BrC1=CC=C(C(=O)C=2C=NC(=NC2)N2C3CN(CC2CC3)C(=O)OC(C)(C)C)C=C1 tert-butyl 8-(5-(4-bromobenzoyl)pyrimidin-2-yl)-3,8-diazabicyclo[3.2.1]octane-3-carboxylate